tert-butyl ((R)-2-hydroxy-3-(3-(methylsulfonyl)phenoxy)propyl)((R)-1-oxa-8-azaspiro[4.5]decan-3-yl)carbamate O[C@H](CN(C(OC(C)(C)C)=O)[C@H]1COC2(C1)CCNCC2)COC2=CC(=CC=C2)S(=O)(=O)C